tert-butyl 4-(2-aminopyrimidin-5-yl)-3,6-dihydropyridine-1(2H)-carboxylate NC1=NC=C(C=N1)C=1CCN(CC1)C(=O)OC(C)(C)C